CN1N=CC2=CC(=CC(=C12)OC1=CC=C(C=C1)OCCC(=O)N1CCOCC1)C(=O)N 1-methyl-7-[4-(3-morpholino-3-oxo-propoxy)phenoxy]indazole-5-carboxamide